C1(CCCC1)N1C(C=CC(=C1)C1=NC(=NC=C1F)NC1=CC=C(C=C1)S(=O)(=O)C)=O 1-cyclopentyl-5-(2-(4-(methylsulfonyl)phenyl)amino-5-fluoropyrimidin-4-yl)-pyridin-2(1H)-one